7-isopropoxy-2-(1-methyl-2-oxabicyclo[2.2.1]hept-4-yl)-N-(6-methylpyrazolo[1,5-a]pyrimidin-3-yl)imidazo[1,2-a]pyrimidine-6-carboxamide C(C)(C)OC1=NC=2N(C=C1C(=O)NC=1C=NN3C1N=CC(=C3)C)C=C(N2)C23COC(CC2)(C3)C